methyl N-[4-methyl-5-({4-[(2S)-2-{[8-(6-methylpyrimidin-4-yl)quinazolin-4-yl]amino}propyl]piperazin-1-yl} sulfonyl)-1,3-thiazol-2-yl]carbamate CC=1N=C(SC1S(=O)(=O)N1CCN(CC1)C[C@H](C)NC1=NC=NC2=C(C=CC=C12)C1=NC=NC(=C1)C)NC(OC)=O